C(C1=CC=CC=C1)C1N2N3C(C(N1CCCC2)=O)=C(C(C(=C3)C(=O)NCC3=C(C=C(C=C3F)F)F)=O)O 13-benzyl-8-hydroxy-7,9-dioxo-N-(2,4,6-trifluorobenzyl)-2,3,4,5,7,9-hexahydro-1,6-methanopyrido[1,2-b][1,2,5]triazonine-10-carboxamide